tetrachloropyrimido[5,4-D]pyrimidine ClC1=NC(=NC2=C1N=C(N=C2Cl)Cl)Cl